racemic-2-oxo-2-phenylethyl (3R,4S)-4-allyl-3-azidopyrrolidine-3-carboxylate trifluoroacetate FC(C(=O)O)(F)F.C(C=C)[C@@H]1[C@@](CNC1)(C(=O)OCC(C1=CC=CC=C1)=O)N=[N+]=[N-] |r|